CC1=C(C=CC=C1C)N1CCN(CC1)C(CN1N=C(C2=C1C[C@@H]1[C@H]2C1)C(=O)N1C[C@H]([C@@H](CC1)O)F)=O 1-[4-(2,3-Dimethylphenyl)piperazin-1-yl]-2-{(3bR,4aR)-3-[(3R,4R)-3-fluoro-4-hydroxypiperidin-1-carbonyl]-3b,4,4a,5-tetrahydro-1H-cyclopropa[3,4]cyclopenta[1,2-c]pyrazol-1-yl}ethan-1-on